P(=O)(O)(O)O.P(=O)(O)(O)O.C(C)(C)(C)C1=C(C=CC(=C1)C(C)(C)C)C1=CC=C(C=C1)C1=CC=CC=C1 (2,4-di-tert-butylphenyl-4,4'-biphenyl) bisphosphate